N1CCCC2=CC=CC(=C12)SC=1N=CC(=NC1)N1CCC2(CC1)CC=1C(=CC3=CC=CC=C3C1)[C@H]2N (S)-1'-(5-((1,2,3,4-tetrahydroquinolin-8-yl)thio)pyrazin-2-yl)-1,3-dihydrospiro[cyclopenta[b]naphthalene-2,4'-piperidin]-1-amine